2-(2-methylpyridine-4-yl)oxazol-4-formamide tert-butyl-5'-oxo-1'-(5-(trifluoromethyl)pyrazin-2-yl)-3-azaspiro[bicyclo[3.2.1]octane-8,3'-pyrrolidine]-3-carboxylate C(C)(C)(C)OC(=O)N1CC2CCC(C1)C21CN(C(C1)=O)C1=NC=C(N=C1)C(F)(F)F.CC1=NC=CC(=C1)C=1OC=C(N1)C(=O)N